BrC=1C(=NC(=NC1)Cl)NC1=C(C=C(C=C1)O)P(C)(C)=O (2-((5-bromo-2-chloropyrimidin-4-yl)amino)-5-hydroxyphenyl)dimethylphosphine oxide